C(C)(C)(C)C1=CC=CC=C1 para-tertbutylbenzene